(S)-tert-Butyl 4-(6-chloro-1-(2,6-diethylphenyl)-7-(2-fluorophenyl)-2-oxo-1,2-dihydroquinazolin-4-yl)-3-methylpiperazine-1-carboxylate ClC=1C=C2C(=NC(N(C2=CC1C1=C(C=CC=C1)F)C1=C(C=CC=C1CC)CC)=O)N1[C@H](CN(CC1)C(=O)OC(C)(C)C)C